6-(5-amino-6-methoxypyridin-3-yl)pyridine NC=1C=C(C=NC1OC)C1=CC=CC=N1